P(SC1=CC=C(C=C1)C)(OC1=CC=C(C=C1)C)OC1=CC=C(C=C1)C tricresyl thiophosphite